ClC=1C=CC(=C(C1)[C@H](CCNC)N1CCN(CC1)C(C)C)F (S)-3-(5-chloro-2-fluorophenyl)-3-(4-isopropylpiperazin-1-yl)-N-methylpropan-1-amine